CC1=C(C(=O)N(CCN2CCN(CC2)CC=2SC=CC2)C2=CC=CC=C2)C=CC=C1 2-methyl-N-phenyl-N-(2-(4-(thiophen-2-ylmethyl)piperazin-1-yl)ethyl)benzamide